FC1(N(C(C(C1(F)F)(F)F)(F)F)C(C(C(F)(F)F)(F)F)(F)F)F perfluoro(N-propyl-pyrrolidine)